4-[5-(2-chloropyrimidin-4-yl)pyrimidin-4-yloxy]-3-fluoroaniline ClC1=NC=CC(=N1)C=1C(=NC=NC1)OC1=C(C=C(N)C=C1)F